(4-Formyl-5-hydroxy-6-methylpyridin-3-yl)methyl dihydrogen phosphate P(=O)(OCC=1C=NC(=C(C1C=O)O)C)(O)O